tributyl-(methyl)phosphonium diethyl-phosphate C(C)OP(=O)(OCC)[O-].C(CCC)[P+](C)(CCCC)CCCC